[2-(tert-butylamino)ethylsulfanyl]ethanol C(C)(C)(C)NCCSC(C)O